COC1=CC=C(CN2N=C(C=C2)CC(C(=O)OC)=O)C=C1 methyl 3-(1-(4-methoxybenzyl)-1H-pyrazol-3-yl)-2-oxopropanoate